NCCCCCN1C(=NC2=C1C=CC(=C2)CN2CCN(CC2)C)NC(=O)C2=CC=CC(=N2)C(=O)OC methyl 6-((1-(5-aminopentyl)-5-((4-methylpiperazin-1-yl)methyl)-1H-benzo[d]imidazol-2-yl)carbamoyl)picolinate